C(CC)C1=C2C(C(N(C2=CC=C1)CCC)=O)=O Propyl-(N-Propylisatin)